C(C)OC1=NC(=CC(=C1)C1=CC=C(C=C1)N(CC)CC)OCC 2,6-diethoxy-4-(4-diethylaminophenyl)pyridine